C1(CC1)C[C@]1(C(N[C@@](CS1(=O)=O)(C1=CC2=C(SC3=C2C=C(C=C3)C#CC)C=C1)C)=N)C (2S,5R)-2-(Cyclopropylmethyl)-3-imino-2,5-dimethyl-5-(8-(prop-1-yn-1-yl)dibenzo[b,d]thiophen-2-yl)thiomorpholine 1,1-dioxide